F[C@]1(C(NC2=C(C=CC=C2C1)F)=O)C(=O)O |r| (±)-3,8-difluoro-2-oxo-1,2,3,4-tetrahydroquinoline-3-carboxylic acid